N-{cyclooctyl-[4-fluoro-5-(morpholin-4-yl)-1H-benzoimidazol-2-yl]methyl}-3-methyl-isoxazole-4-carboxamide C1(CCCCCCC1)C(NC(=O)C=1C(=NOC1)C)C1=NC2=C(N1)C=CC(=C2F)N2CCOCC2